CC1(C2=CC=CC=C2C=2C=CC(=CC12)NC1=CC(=CC=C1)C1=CC2=CC=CC=C2C=C1)C 9,9-dimethyl-N-(3-(naphthalen-2-yl)phenyl)-9H-fluoren-2-amine